selenic acid [Se](O)(O)(=O)=O